C(C)(C)S(=O)(=O)C=1C=C(C=CC1B1OC(C(O1)(C)C)(C)C)NC(OC(C)(C)C)=O tert-butyl (3-(isopropylsulfonyl)-4-(4,4,5,5-tetramethyl-1,3,2-dioxaborolan-2-yl) phenyl)carbamate